((2-(((2S)-3,3-dimethyl-1-oxo-1-((2S)-2-(2-phenyl-1,4-oxazepane-4-carbonyl)pyrrolidin-1-yl)butan-2-yl)carbamoyl)benzo[b]thiophen-5-yl)difluoromethyl)phosphonic acid CC([C@@H](C(N1[C@@H](CCC1)C(=O)N1CC(OCCC1)C1=CC=CC=C1)=O)NC(=O)C1=CC2=C(S1)C=CC(=C2)C(F)(F)P(O)(O)=O)(C)C